NCC([C@H](O)C1=CC=C(C=C1)F)(F)F (R)-3-amino-2,2-difluoro-1-(4-fluorophenyl)propan-1-ol